FC1=CC=C(C=C1)[C@](C)(N)C=1C=NC(=NC1)N1CCN(CC1)C1=NC=NN2C1=CC(=C2)C=2C=NN(C2)C2COC2 (S)-1-(4-Fluorophenyl)-1-(2-(4-(6-(1-(oxetan-3-yl)-1H-pyrazol-4-yl)pyrrolo[2,1-f][1,2,4]triazin-4-yl)piperazin-1-yl)pyrimidin-5-yl)ethan-1-amine